[Br-].C(=C)N1C=[N+](C=C1)CCCC 1-Vinyl-3-butylimidazolium bromide